6-methyl-4,5,6,7-tetrahydrothieno[2,3-c]pyridine-2-sulfonimidamide CN1CC2=C(CC1)C=C(S2)S(=O)(N)=N